2-((2-chloro-1-ethyl-1H-indol-3-yl)methylene)-N-(3-chlorophenyl)hydrazine-1-carboxamide ClC=1N(C2=CC=CC=C2C1C=NNC(=O)NC1=CC(=CC=C1)Cl)CC